(2-hydroxy-5-(1-methylvinyl)-2-methylcyclohexyl)-trimethyl-ammonium OC1(C(CC(CC1)C(=C)C)[N+](C)(C)C)C